6-{[(2-Chloro-4-fluorophenyl)carbonyl]amino}-N-(3-chloro-2-methylphenyl)-2-methoxymethyl-1H-benzimidazole-4-carboxamide ClC1=C(C=CC(=C1)F)C(=O)NC=1C=C(C2=C(NC(=N2)COC)C1)C(=O)NC1=C(C(=CC=C1)Cl)C